C(CCC)C=1C=2N(C(=CN1)S(=O)(=O)C1=CC=C(C)C=C1)C=CN2 8-n-butyl-5-(p-toluenesulfonyl)imidazo[1,2-a]pyrazine